6-bromo-2-(difluoromethoxy)-4-(1-ethoxyvinyl)nicotinate BrC1=NC(=C(C(=O)[O-])C(=C1)C(=C)OCC)OC(F)F